FC1=CC=C(C=C1)[C@H]1[C@@H](CNCC1)COC1=CC=C(OCCN)C=C1 2-(4-(((3S,4R)-4-(4-fluorophenyl)piperidin-3-yl)methoxy)phenoxy)ethan-1-amine